N-((2-(2,6-dioxopiperidin-3-yl)-1-oxoisoindolin-5-yl)methyl)-6-methoxy-2H-chromene-3-carboxamide O=C1NC(CCC1N1C(C2=CC=C(C=C2C1)CNC(=O)C=1COC2=CC=C(C=C2C1)OC)=O)=O